N[C@@H]1C(N(CCC1)CC(=O)OCC1=CC=CC=C1)=O (S)-Benzyl 2-(3-Amino-2-oxopiperidin-1-yl)acetate